N=C1NC2=C(N1CC(C)(O)C)C=C(C=C2)CN2CCN(CC2)C 1-{2-Imino-6-[(4-methylpiperazin-1-yl)methyl]-3H-1,3-benzodiazol-1-yl}-2-methylpropan-2-ol